(((R-2-(5-Chloropyridin-2-yl)-2-methylbenzo[d][1,3]dioxol-4-yl)-2,5-diazabicyclo[4.2.0]octan-2-yl)methyl)-1-(((S)-oxetan-2-yl)methyl)-1H-benzo[d]imidazole-6-carboxylic acid ClC=1C=CC(=NC1)[C@]1(OC2=C(O1)C=CC=C2C21N(CCNC1CC2)CC2=NC1=C(N2C[C@H]2OCC2)C=C(C=C1)C(=O)O)C